2-[3-(hexadecyloxy)-2-(sulfoxy)propyl]-3,4-dihydroisoquinolinium C(CCCCCCCCCCCCCCC)OCC(C[N+]1=CC2=CC=CC=C2CC1)OS(=O)(=O)O